C(#N)C1=CC(=C(COC2=CC=CC(=N2)C2CCN(CC2)[C@H](C)C2=NC3=C(N2C[C@H]2OCC2)C=C(C=C3OC)C(=O)O)C=C1)F 2-((R)-1-(4-(6-((4-Cyano-2-fluorobenzyl)oxy)pyridin-2-yl)piperidin-1-yl)ethyl)-4-methoxy-1-(((S)-oxetan-2-yl)methyl)-1H-benzo[d]imidazole-6-carboxylic acid